2-(4-Fluorophenyl)-3-[4-(2-furanyl)-2-methylphenyl]-1,3-thiazolidin-4-one FC1=CC=C(C=C1)C1SCC(N1C1=C(C=C(C=C1)C=1OC=CC1)C)=O